C(CCCCC)C1=C(C(=O)O)C=CC=C1C(=O)O.C(C1=CC(C(=O)O)=CC=C1)(=O)OCCCCCCCCCC n-decyl isophthalate (n-hexyl isophthalate)